FC(C(C(F)(F)F)(C(F)(F)F)OC(OC(C(F)(F)F)(C(F)(F)F)C(F)(F)F)=O)(F)F Bis(1,1,1,3,3,3-hexafluoro-2-(trifluoromethyl)propan-2-yl)carbonate